ethyl-sinapic acid C(C)/C(/C(=O)O)=C\C1=CC(OC)=C(O)C(OC)=C1